FC1=C(C=C(C=C1)C(C)O)O (4-fluoro-3-hydroxyphenyl)-1-ethanol